(4-methylphenyl)acenaphtho[1,2-a]fluoranthene-3,10-diamine CC1=CC=C(C=C1)C1=CC(=CC=2C=3C=CC=C4C=C5C(=C(C12)C43)C=4C=CC=C3C=C(C=C5C43)N)N